(cyclopentadienyl)(tetramethylcyclopentadienyl)zirconium dichloride [Cl-].[Cl-].C1(C=CC=C1)[Zr+2]C1(C(=C(C(=C1)C)C)C)C